N-[(4-Chlorophenyl)-methyl]-2-ethoxy-4-methyl-6-[(3R)-3-methyl-morpholin-4-yl]-pyridine-3-carboxylic acid amide ClC1=CC=C(C=C1)CNC(=O)C=1C(=NC(=CC1C)N1[C@@H](COCC1)C)OCC